1,4-bis(amino-methyl)benzene NCC1=CC=C(C=C1)CN